C(C)(C)(C)N1C[C@H]([C@@H](C1)C1=CC=C(C=C1)Cl)C(=O)N1C[C@H](C[C@H]1C(=O)N1CCOCC1)N(C(C(C)(C)C)=O)C1CCC(CC1)(C)C N-((3S,5S)-1-((3S,4R)-1-(tert-butyl)-4-(4-chlorophenyl)pyrrolidine-3-carbonyl)-5-(morpholine-4-carbonyl)pyrrolidin-3-yl)-N-(4,4-dimethylcyclohexyl)pivalamide